tert-butyl-(S)-4-((1-(3-(2,6-bis(benzyloxy)pyridin-3-yl)-1-methyl-1H-indazol-6-yl)piperidin-4-yl)methyl)-2-(hydroxymethyl)piperazine-1-carboxylate C(C)(C)(C)OC(=O)N1[C@@H](CN(CC1)CC1CCN(CC1)C1=CC=C2C(=NN(C2=C1)C)C=1C(=NC(=CC1)OCC1=CC=CC=C1)OCC1=CC=CC=C1)CO